CC1=NN=C(O1)C1=CC=C(C=N1)N1CCN(CC1)C(=O)OCC1=CC=CC=C1 benzyl 4-(6-(5-methyl-1,3,4-oxadiazol-2-yl)pyridin-3-yl)piperazine-1-carboxylate